C(C)(C)(C)OC(CCCCC)=O hexanoic acid (3S,6S)-tert-butyl ester